1,3,5-tris((4-tertiary butyl-3-hydroxy-2,6-xylyl)methyl)-1,3,5-triazine-2,4,6(1h,3h,5h)-trione C(C)(C)(C)C1=C(C(=C(C(=C1)C)CN1C(N(C(N(C1=O)CC1=C(C(=C(C=C1C)C(C)(C)C)O)C)=O)CC1=C(C(=C(C=C1C)C(C)(C)C)O)C)=O)C)O